tert-butyl ((1S,3S)-3-((3-bromo-6-hydroxy-6,7-dihydrospiro[cyclopenta[d]pyrazolo[1,5-a]pyrimidine-5,1'-cyclopentane]-8-yl)(4-methoxybenzyl)amino)cyclopentyl)carbamate BrC=1C=NN2C1N=C1C(=C2N([C@@H]2C[C@H](CC2)NC(OC(C)(C)C)=O)CC2=CC=C(C=C2)OC)CC(C12CCCC2)O